3-chloro-2-(2,4-difluoro-6-(3-fluoro-1-methyl-1H-pyrazol-4-yl)phenyl)-N-((1s,3s)-3-hydroxy-3-(hydroxymethyl)cyclobutyl)imidazo[1,2-a]pyridine-7-carboxamide ClC1=C(N=C2N1C=CC(=C2)C(=O)NC2CC(C2)(CO)O)C2=C(C=C(C=C2C=2C(=NN(C2)C)F)F)F